1-(4-bromophenyl)-2-ethyl-1H-benzol BrC1=CC=C(C=C1)C1C(C=CC=C1)CC